C1C(CC2=CC=CC=C12)NC1=NC=C(C=N1)C=1C(=NN(C1)CC(N1CC2=C(CC1)NN=N2)=O)C2CCN(CC2)C(=O)OC(C)(C)C Tert-butyl 4-(4-{2-[(2,3-dihydro-1H-inden-2-yl)amino]pyrimidin-5-yl}-1-(2-oxo-2-{1H,4H,5H,6H,7H-[1,2,3]triazolo[4,5-c]pyridin-5-yl}ethyl)-1H-pyrazol-3-yl)piperidine-1-carboxylate